6-(2-chloro-5-fluoropyrimidin-4-yl)benzo[d]thiazole ClC1=NC=C(C(=N1)C1=CC2=C(N=CS2)C=C1)F